2-(2-((8-(3-(aminomethyl)phenyl)naphthalen-2-yl)methoxy)phenyl)acetic acid NCC=1C=C(C=CC1)C=1C=CC=C2C=CC(=CC12)COC1=C(C=CC=C1)CC(=O)O